C(CCCCC)[N+](CCCCCC)(CCCCCC)CCCCCC.C(CCCCCCCCCCCCCCC)S(=O)(=O)[O-] hexadecylsulfonate, tetrahexylammonium salt